butyl 7-bromo-6-nitro-3,4-dihydro-2H-quinoline-1-carboxylate BrC1=C(C=C2CCCN(C2=C1)C(=O)OCCCC)[N+](=O)[O-]